4-aminooxymethylbenzamide NOCC1=CC=C(C(=O)N)C=C1